(5R)-N-(1H-indol-2-yl)-1,5-dimethyl-2-oxo-6,7-dihydro-5H-cyclopenta[b]pyridine-3-carboxamide N1C(=CC2=CC=CC=C12)NC(=O)C1=CC2=C(N(C1=O)C)CC[C@H]2C